ClC=1C=C(C(=NC1)OC=1C=C2C(=NC1C)N=C(N2C)C(=O)NC2(CCS(CC2)(=O)=O)C)OCC(F)F 6-((5-Chloro-3-(2,2-difluoroethoxy)pyridin-2-yl)oxy)-1,5-dimethyl-N-(4-methyl-1,1-dioxidotetrahydro-2H-thiopyran-4-yl)-1H-imidazo[4,5-b]pyridine-2-carboxamide